ClC1=C(C=CC(=C1)Cl)C(CC(C(=O)OCC)=O)=O ethyl 4-(2,4-dichlorophenyl)-2,4-dioxobutyrate